NC=1SC(=C(N1)C)CCO 2-amino-5-hydroxyethyl-4-methylthiazole